ClCC1=C(C=CC=C1)/C(/C(=O)OC)=C\OC methyl (E)-2-[2-(chloromethyl)phenyl]-3-methoxy-prop-2-enoate